OCCOC=1C=C(C=CC1)C(C)(C)C1=CC(=CC=C1)OCCO 2,2-bis-(3-hydroxyethoxyphenyl)-propane